C1(=CC=CC2=CC=CC=C12)N(C1=CC=CC=C1)C1=CC=CC2=C(C=CC=C12)N(C1=CC=CC2=CC=CC=C12)C1=CC=CC=C1 1,5-bis[N-(1-naphthyl)-N-phenylamino]naphthalene